1-decyl-3-methylbenzoimidazole bromide [Br-].C(CCCCCCCCC)N1CN(C2=C1C=CC=C2)C